4-butoxy-3,5-difluoro-N-hydroxybenzimidamide C(CCC)OC1=C(C=C(C(NO)=N)C=C1F)F